1,2-dilauroyl-sn-glycero-3-phospho-L-serine C(CCCCCCCCCCC)(=O)OC[C@@H](OC(CCCCCCCCCCC)=O)COP(=O)(O)OC[C@H](N)C(=O)O